ClC1=CC(=C(C=C1)C1(OC2=C(O1)C=CC=C2C2=CC(=C(CC1=NC3=C(N1C[C@H]1OCC1)C=C(C=C3)C(=O)O)C=C2)F)C)F 2-(4-(2-(4-chloro-2-fluorophenyl)-2-methylbenzo[d][1,3]dioxol-4-yl)-2-fluorobenzyl)-1-((S)-oxetan-2-ylmethyl)-1H-benzo[d]imidazole-6-carboxylic acid